C(C1=CC=CC=C1)N1C(C2CC(C(C1CC1=CC=CC=C1)C2=O)=O)=O 3,4-dibenzyl-2-oxo-6,8-dioxo-3-azabicyclo[3.2.1]octane